1,8-Diaza-bicyclo[5.4.0]undec-7-en N12CCCCCC2=NCCC1